3-(methoxymethyl)-6-(trifluoromethyl)isoindolin-1-one COCC1NC(C2=CC(=CC=C12)C(F)(F)F)=O